COC(C)O[Si](OCC)(OCC)C methoxy-methyl-triethoxysilane